dibutyl-N,N''-bis(1,2,2,6,6-pentamethyl-4-piperidinyl)-1,3,5-triazine-2,4,6-triamine C(CCC)NC1=NC(=NC(=N1)NC1CC(N(C(C1)(C)C)C)(C)C)N(C1CC(N(C(C1)(C)C)C)(C)C)CCCC